C(C=C)(=O)OC1CCCC1 propenoic acid, cyclopentyl ester